2-((2S,4S)-4-(3-(4-bromo-3-methylphenoxy)propyl)-2-methylpiperidin-1-yl)acetic acid BrC1=C(C=C(OCCC[C@@H]2C[C@@H](N(CC2)CC(=O)O)C)C=C1)C